FC(OC1=C(C=CC=C1)[C@H]1CCN2N1C=1C=C(C=CC1C2=O)C=2C=NC(=NC2)N2CCOCC2)F (R)-3-(2-(difluoromethoxy)phenyl)-6-(2-morpholinopyrimidin-5-yl)-2,3-dihydropyrazolo[1,2-a]indazol-9(1H)-one